ClC=1C=C(C=CC1C=1C=NC=CC1)NC(C(C)(C)C=1N=C(SC1)NS(=O)(=O)C1CC1)=O N-(3-chloro-4-(pyridin-3-yl)phenyl)-2-(2-(cyclopropanesulfonamido)thiazol-4-yl)-2-methylpropanamide